C(=C)[Bi](C1=CC=C(C=C1)[Bi](C=C)C=C)C=C 1,4-bis(di(ethenyl)bismuthanyl)benzene